9-(4-((1-(3-Fluoropropyl)azetidin-3-yliden)methyl)phenyl)-8-(2-methoxy-5-(trifluoromethyl)phenyl)-6,7-dihydro-5H-benzo[7]annulen FCCCN1CC(C1)=CC1=CC=C(C=C1)C1=C(CCCC2=C1C=CC=C2)C2=C(C=CC(=C2)C(F)(F)F)OC